C(C)(C)(C)OC(=O)N1[C@H]([C@H](C(C1)(F)F)N=[N+]=[N-])CC1=CC(=CC=C1)Cl (2S,3R)-3-azido-2-[(3-chlorophenyl)methyl]-4,4-difluoropyrrolidine-1-carboxylic acid tert-butyl ester